C(CCCCCCC)SC(C)C1=C(C=C(C(=C1)OC)OC)[N+](=O)[O-] 1-(4,5-dimethoxy-2-nitrophenyl)ethyl octyl sulfide